FC1=C(C=C(C=C1C)C1=C(C=C(C=C1C)C)C)CCC(=O)O 3-(4-fluoro-2',4',5,6'-tetramethyl[1,1'-Biphenyl]-3-yl)propionic acid